2-(benzotriazol-1-yl)-N-[(3-chloro-5-fluoro-phenyl)methyl]-N-[4-(1H-imidazol-4-yl)phenyl]acetamide N1(N=NC2=C1C=CC=C2)CC(=O)N(C2=CC=C(C=C2)C=2N=CNC2)CC2=CC(=CC(=C2)F)Cl